COC(C(NC(=O)C=1C(=NOC1)C)C1CCCCCCC1)=O 2-Cyclooctyl-2-[(3-methylisoxazole-4-carbonyl)amino]acetic acid methyl ester